NC=1C=NC=C(C1N1C[C@H](C[C@H](C1)C)NC(OC(C)(C)C)=O)F tert-Butyl ((3S,5R)-1-(3-amino-5-fluoropyridin-4-yl)-5-methylpiperidin-3-yl)carbamate